C1(CC1)C1=NN(C=C1C1=NC=C(C=C1C)F)[C@@H]1C[C@H](C1)CO (trans-3-(3-cyclopropyl-4-(5-fluoro-3-methylpyridin-2-yl)-1H-pyrazol-1-yl)cyclobutyl)methanol